C(=O)(OC(C)(C)C)N=C(N(C)C(=O)OC(C)(C)C)S di-Boc-(S)-methylisothiourea